4-((4-(3-(3,5-dimethyl-1-(3-methyl-[1,2,4]triazolo[4,3-b]pyridazin-6-yl)-1H-pyrazol-4-yl)propanoyl)piperazin-1-yl)methyl)benzoic acid CC1=NN(C(=C1CCC(=O)N1CCN(CC1)CC1=CC=C(C(=O)O)C=C1)C)C=1C=CC=2N(N1)C(=NN2)C